C(C1=CC=CC=C1)OC[C@@H](C1=CC=CC=C1)NC=1C=CN(CN1)C(C)C (R)-6-((2-(benzyloxy)-1-phenylethyl)amino)-3-isopropylpyrimidine